tert-butyl 4-(piperidin-4-ylmethyl)piperidine-1-carboxylate acetate C(C)(=O)O.N1CCC(CC1)CC1CCN(CC1)C(=O)OC(C)(C)C